6-(2-amino-6-fluoro-5-(2-isopropyl-1,2,3,4-tetrahydroisoquinolin-6-yl)pyridin-3-yl)-7-fluoro-3,4-dihydroisoquinolin-1(2H)-one NC1=NC(=C(C=C1C=1C=C2CCNC(C2=CC1F)=O)C=1C=C2CCN(CC2=CC1)C(C)C)F